N-(1-methyl-4-piperidyl)-4-[4-[(2-oxo-1-phenyl-pyridine-3-carbonyl)amino]anilino]-1,7-naphthyridine-6-carboxamide CN1CCC(CC1)NC(=O)C=1C=C2C(=CC=NC2=CN1)NC1=CC=C(C=C1)NC(=O)C=1C(N(C=CC1)C1=CC=CC=C1)=O